NC1=NC=NC=2N(C3=C(C=C(C=C3C21)C=2C=NC(=NC2)C)C)CC(=O)N2[C@@H]1C[C@@]1(C[C@H]2C(=O)NC2=NC(=CC=C2C)Br)C (1R,3S,5R)-2-(2-(4-amino-8-methyl-6-(2-methylpyrimidin-5-yl)-9H-pyrimido[4,5-b]indol-9-yl)acetyl)-N-(6-bromo-3-methylpyridin-2-yl)-5-methyl-2-azabicyclo[3.1.0]hexane-3-carboxamide